N-[[6-[[[(4-chlorophenyl)carbamimidoyl]carbamimidoyl]-amino]hexyl]carbamimidoyl]urea ClC1=CC=C(C=C1)NC(=N)NC(=N)NCCCCCCNC(=N)NC(=O)N